C(C=C)OC1=C(C=O)C=C(C(=C1)C=O)OCC=C 2,5-diallyloxy-terephthalaldehyde